C(C)(=O)N1CC2=CC(=C(C=C2CC1)C1=CC(=C(N1C)C)C(=O)N(C1=CC=NC=C1)C1=CC=C(C=C1)O)C(=O)N1CC2=CC=CC=C2C[C@H]1C 5-(2-acetyl-7-{[(3R)-3-methyl-3,4-dihydroisoquinolin-2(1H)-yl]carbonyl}-1,2,3,4-tetrahydroisoquinolin-6-yl)-N-(4-hydroxyphenyl)-1,2-dimethyl-N-(pyridin-4-yl)-1H-pyrrole-3-carboxamide